(S,E)-4-(4'-((1S,2R)-2-(2-hydroxyethoxy)cyclopropyl)-[1,1'-biphenyl]-4-yl)-2-(2-((S)-1-hydroxyethyl)-1H-imidazol-1-yl)but-3-en-1-ol OCCO[C@H]1[C@@H](C1)C1=CC=C(C=C1)C1=CC=C(C=C1)/C=C/[C@@H](CO)N1C(=NC=C1)[C@H](C)O